CC1=NC(=CC(=N1)NC1=CC(=C(N=N1)C(=O)NOCC)NC1=C(C(=CC=C1)C1=NC=C(C=N1)F)OC)C 6-((2,6-dimethyl-pyrimidin-4-yl)amino)-N-ethoxy-4-((3-(5-fluoropyrimidin-2-yl)-2-methoxyphenyl)amino)pyridazine-3-carboxamide